C(=O)(OC(C)(C)C)NC=1C=C(C=CC1)B(O)O 3-(N-Boc-amino)phenyl-boronic acid